S1C(=NC=C1C(=O)N)C(=O)N thiazole-2,5-dicarboxamide